FC=1C(=C(C=NC1C(F)(F)F)NC(OC(C)(C)C)=O)I tert-butyl N-[5-fluoro-4-iodo-6-(trifluoromethyl)-3-pyridyl]carbamate